C1(=CC=CC=C1)C#CC1(C=CC(C=C1)(O[Si](C)(C)C)C#CC1=CC=CC=C1)O[Si](C)(C)C 3,6-bis(phenylethynyl)-3,6-bis((trimethylsilyl)oxy)cyclohexa-1,4-diene